C[Si](C)(C)CN1CCCCC1 1-((trimethylsilyl)methyl)piperidine